ClC1=C(OC2=NC=CC3=CC(=CC(=C23)O[C@H](C(F)(F)F)C)N=C(C2=CC=CC=C2)C2=CC=CC=C2)C(=CC=C1)F (S)-1-(2-chloro-6-fluorophenoxy)-N-(diphenylmethylene)-8-((1,1,1-trifluoropropan-2-yl)oxy)isoquinolin-6-amine